N1C(=CC2=CC=CC=C12)C1=CC=CC=C1CS(=O)(=O)CC1=CC=CC=C1C=1NC2=CC=CC=C2C1 indolebenzyl sulfone